P(=O)([O-])([O-])[O-].[Fe+2].[S+2] sulfur Iron Phosphate